COC1=CC=C(C=N1)NC(=O)C12CC3NC(CC(C1)C3)C2 N-(6-methoxypyridin-3-yl)-2-azaadamantane-5-carboxamide